N-((cis)-1-cyano-2-methylcyclopropyl)-3-(5-(difluoromethyl)-1,3,4-thiadiazol-2-yl)-8-(5-(methoxymethyl)-3,3-dimethylpiperazin-1-yl)imidazo[1,5-a]pyridine-6-sulfonamide formate C(=O)O.C(#N)[C@]1([C@@H](C1)C)NS(=O)(=O)C=1C=C(C=2N(C1)C(=NC2)C=2SC(=NN2)C(F)F)N2CC(NC(C2)COC)(C)C